2-[(2-aminoethyl)amino]-N-(3-carbamoyl-1-methyl-1H-pyrazol-4-yl)pyrrolo[2,1-f][1,2,4]triazine-7-carboxamide NCCNC1=NN2C(C=N1)=CC=C2C(=O)NC=2C(=NN(C2)C)C(N)=O